methyl 3-[2-[[(3S)-1-tert-butoxycarbonyl-3-piperidyl]amino]-5-(trifluoromethyl)pyrimidin-4-yl]-1-(2-trimethylsilylethoxymethyl)indole-6-carboxylate C(C)(C)(C)OC(=O)N1C[C@H](CCC1)NC1=NC=C(C(=N1)C1=CN(C2=CC(=CC=C12)C(=O)OC)COCC[Si](C)(C)C)C(F)(F)F